6-(pyridin-2-yl)-12-(4-(trifluoromethyl)phenyl)-5,6-dihydropyrido[2,3-b:6,5-b']diindole N1=C(C=CC=C1)N1C=2NC3=CC=CC=C3C2C(=C2C1=NC=1C=CC=CC21)C2=CC=C(C=C2)C(F)(F)F